3-{5-[5-(chloromethyl)-1,3,4-oxadiazol-2-yl]pyrazin-2-yl}tetrahydropyrrole-1-carboxylic acid 2-methylpropan-2-yl ester CC(C)(C)OC(=O)N1CC(CC1)C1=NC=C(N=C1)C=1OC(=NN1)CCl